C1(CCC2=CC=CC=C12)NC1=C(C=CC(=C1)F)F N-(2,3-dihydro-1H-inden-1-yl)-2,5-difluoroaniline